N-[4-(5,7-Difluoro-1,3-benzoxazol-2-yl)phenyl]tetrahydrofuran-3-carboxamid FC=1C=C(C2=C(N=C(O2)C2=CC=C(C=C2)NC(=O)C2COCC2)C1)F